FC(C=1C=C(C(=O)OC)C=CC1CO)F Methyl 3-(difluoromethyl)-4-(hydroxymethyl)benzoate